FC1=CC=C(OC2=CC=C(C(=O)Cl)C=C2)C=C1 4-(4-fluorophenoxy)benzoyl chloride